C(C1CO1)OCCC[Si](OCC)(C)C (3-glycidoxypropyl)-dimethylethoxysilane